(2S)-2-[[3-(acetyloxymethoxy)-4-methoxy-pyridine-2-carbonyl]amino]propanoic acid [(1S)-1-[1-(1-naphthyl) cyclopropyl] ethyl] ester C1(=CC=CC2=CC=CC=C12)C1(CC1)[C@H](C)OC([C@H](C)NC(=O)C1=NC=CC(=C1OCOC(C)=O)OC)=O